quinolin-4-yl 5-azidopentanoate N(=[N+]=[N-])CCCCC(=O)OC1=CC=NC2=CC=CC=C12